[2-[5-(2-aminoethyl)pyridin-2-yl]-5-fluorophenyl]-(1-cyclobutylpyrazol-4-yl)methanone NCCC=1C=CC(=NC1)C1=C(C=C(C=C1)F)C(=O)C=1C=NN(C1)C1CCC1